CC1=NNC(=C1C1=CC=C(C=N1)NC([C@H](C1CCC(CC1)C)NC(=O)C=1N(N=CC1)C(C)C)=O)C N-[(1S)-2-[[6-(3,5-dimethyl-1H-pyrazol-4-yl)-3-pyridyl]amino]-1-(4-methylcyclohexyl)-2-oxo-ethyl]-2-isopropyl-pyrazole-3-carboxamide